4-nitrophenyl (S)-2,2-dichloro-1-methylcyclopropane-1-carboxylate ClC1([C@@](C1)(C(=O)OC1=CC=C(C=C1)[N+](=O)[O-])C)Cl